N-((1s,4s)-4-((1-(Trifluoromethyl)cyclopropyl)methoxy)cyclohexyl)-5,6-dihydrobenzo[f]imidazo[1,5-d][1,4]oxazepine-10-carboxamide FC(C1(CC1)COC1CCC(CC1)NC(=O)C=1C=CC2=C(C=3N(CCO2)C=NC3)C1)(F)F